C1=NC=CC2=C1N(C1=CC=CC=C21)CCOC=2C=C(C(=O)NO)C=CC2 3-(2-(9H-pyrido[3,4-b]indol-9-yl)ethoxy)-N-hydroxybenzoamide